potassium persulfate Peroxymonosulfate S(=O)(=O)(O[O-])O.S(=O)(=O)(O)OOS(=O)(=O)O.[K+]